rac-(1R,8'R)-4,4'-dichloro-8'-fluoro-2'-(methylsulfanyl)-2,3,5',8'-tetrahydro-6'H-spiro[indene-1,7'-quinazoline] ClC1=C2CC[C@@]3(CCC=4C(=NC(=NC4[C@@H]3F)SC)Cl)C2=CC=C1 |r|